N-{[4-(Azetidin-1-ylmethyl)oxan-4-yl]methyl}-4H,5H,6H,7H,8H,9H-cycloocta[b]thiophene-2-carboxamide N1(CCC1)CC1(CCOCC1)CNC(=O)C1=CC2=C(S1)CCCCCC2